O1C(CCCC1)OCCO[C@@H]1C[C@H](NC1)C(=O)O (2s,4r)-4-(2-((tetrahydro-2H-pyran-2-yl)oxy)ethoxy)pyrrolidine-2-carboxylic acid